N-[8-fluoro-2-methylimidazo[1,2-a]pyridin-6-yl]-2-methyl-4-(1-methylpiperidin-4-yl)-1-benzofuran-7-carboxamide FC=1C=2N(C=C(C1)NC(=O)C1=CC=C(C=3C=C(OC31)C)C3CCN(CC3)C)C=C(N2)C